1,8-dihydroxy-4-methylnaphthalene OC1=CC=C(C2=CC=CC(=C12)O)C